(4-(7,8-difluoro-3,4-dihydrospiro[benzo[c]azepine-5,1'-cyclopropane]-2(1H)-yl)-2,6-dimethylphenyl)-3,3-dimethylbutanamide FC1=CC2=C(CN(CCC23CC3)C3=CC(=C(C(=C3)C)C(C(=O)N)C(C)(C)C)C)C=C1F